tert-butyl(2-((4-methoxy-4''-(pentyloxy)-[1,1':4',1''-terphenyl]-2-yl)oxy)ethyl)carbamate C(C)(C)(C)OC(NCCOC1=C(C=CC(=C1)OC)C1=CC=C(C=C1)C1=CC=C(C=C1)OCCCCC)=O